trimethoxysilylpropyl-N,N,N-trimethyl-ammonium chloride [Cl-].CO[Si](OC)(OC)CCC[N+](C)(C)C